methyl (R)-(3-(3-((tert-butoxycarbonyl)amino)pyrrolidin-1-yl)-4-(4,5-dibromo-1H-pyrrole-2-carboxamido)benzoyl)glycinate C(C)(C)(C)OC(=O)N[C@H]1CN(CC1)C=1C=C(C(=O)NCC(=O)OC)C=CC1NC(=O)C=1NC(=C(C1)Br)Br